C(C(C)(C)C)(=O)OCN1N=NC(=C1)C1CN(C1)C=1OC(=NN1)C=1C=NC(=NC1)NC1CC2=C(C=NC=C2)C1 (4-(1-(5-(2-((6,7-dihydro-5H-cyclopenta[c]pyridin-6-yl)amino)pyrimidine-5-yl)-1,3,4-oxadiazol-2-yl)azetidin-3-yl)-1H-1,2,3-triazol-1-yl)methyl pivalate